C(#C)C=1C(=CC=C2C=C(C=C(C12)C1=C(C=C2C(=NC(=NC2=C1F)OCC1(CC1)CN1CCOCC1)N1CC(CCC1)(O)C)[N+](=O)[O-])O)F (7-(8-ethynyl-7-fluoro-3-hydroxynaphthalen-1-yl)-8-fluoro-2-((1-(morpholinomethyl)cyclopropyl)methoxy)-6-nitroquinazolin-4-yl)-3-methylpiperidin-3-ol